[(1S)-1-isocyanoethyl]benzene [N+](#[C-])[C@@H](C)C1=CC=CC=C1